FC1(CCN(CC1)CC=1C=C(C(=C(C1)B(O)O)OC)F)F (5-((4,4-difluoropiperidin-1-yl)methyl)-3-fluoro-2-methoxyphenyl)boronic acid